COC1=C(C=C(C=C1)C)C=1C=C2CC(C(C2=CC1)NC(O[C@@H]1CN2CCC1CC2)=O)(C)C (S)-quinuclidin-3-yl (5-(2-methoxy-5-methylphenyl)-2,2-dimethyl-2,3-dihydro-1H-inden-1-yl)carbamat